7-cyano-6-(4-fluorophenyl)-2-methylquinolin-4-yl trifluoromethanesulfonate FC(S(=O)(=O)OC1=CC(=NC2=CC(=C(C=C12)C1=CC=C(C=C1)F)C#N)C)(F)F